N1=C(N=CC=C1)N1N=CN=C1[C@H](C)NC(=O)N1CCC2=CC=C(C=C12)C(F)(F)F N-[(1S)-1-(2-pyrimidin-2-yl-1,2,4-triazol-3-yl)ethyl]-6-(trifluoromethyl)indoline-1-carboxamide